(E)-1-(2-((4-fluorophenyl)sulfonyl)vinyl)-4-methyl-1,4-dihydro-5H-tetrazol-5-one FC1=CC=C(C=C1)S(=O)(=O)/C=C/N1N=NN(C1=O)C